[benzyl(methyl)amino]-2-[(2,4-difluorophenyl)methylamino]propan-1-one C(C1=CC=CC=C1)N(C)C(C(C)NCC1=C(C=C(C=C1)F)F)=O